5-[4-amino-5-(trifluoromethyl)pyrrolo[2,1-f][1,2,4]triazin-7-yl]-2-fluoro-N-[3-(4-fluorophenyl)-3-hydroxypropyl]pyridine-3-carboxamide NC1=NC=NN2C1=C(C=C2C=2C=C(C(=NC2)F)C(=O)NCCC(O)C2=CC=C(C=C2)F)C(F)(F)F